ethyl N-(7-((3-bromo-2-chlorobenzyl) oxy) chroman-4-yl)-N-methylglycinate BrC=1C(=C(COC2=CC=C3C(CCOC3=C2)N(CC(=O)OCC)C)C=CC1)Cl